4-[2-(4-methoxybenzoyl)-2,3,4,9-tetrahydro-1H-β-carbolin-9-ylmethyl]-N-hydroxybenzoamide COC1=CC=C(C(=O)N2CC=3N(C4=CC=CC=C4C3CC2)CC2=CC=C(C(=O)NO)C=C2)C=C1